N-methyl-4-(2-oxoindolin-6-yl)benzamide CNC(C1=CC=C(C=C1)C1=CC=C2CC(NC2=C1)=O)=O